BrC1=CC=2N(C=C1)C(=CN2)C2=NC(=NC=C2F)NC2CCC(CC2)N (1r,4r)-N1-(4-(7-Bromoimidazo[1,2-a]pyridin-3-yl)-5-fluoropyrimidin-2-yl)cyclohexane-1,4-diamine